methyl 2-{[(2-amino-5-fluorophenyl)methyl]amino}acetate NC1=C(C=C(C=C1)F)CNCC(=O)OC